N-[4-bromo-2-methyl-6-(methylcarbamoyl)phenyl]-2-cyclopropyl-5-(trifluoromethyl)pyrazole-3-carboxamide BrC1=CC(=C(C(=C1)C(NC)=O)NC(=O)C=1N(N=C(C1)C(F)(F)F)C1CC1)C